tert-butyl 4-(7-((3-((2,6-dimethylphenyl)amino)-1-methyl-1H-pyrazolo[3,4-d]pyrimidin-6-yl)amino)-3,4-dihydroisoquinolin-2(1H)-yl)piperidine-1-carboxylate CC1=C(C(=CC=C1)C)NC1=NN(C2=NC(=NC=C21)NC2=CC=C1CCN(CC1=C2)C2CCN(CC2)C(=O)OC(C)(C)C)C